CN1C=NC=C1C1CCN(CC1)S(=O)(=O)C=1C=C(N)C=CC1 3-((4-(1-methyl-1H-imidazole-5-yl)piperidine-1-yl)sulfonyl)aniline